F[C@@H]1C[C@@](N(C1)CC1CCOCC1)(C)COC=1N=CC2=C(CNC(O2)=O)N1 6-(((2S,4R)-4-fluoro-2-methyl-1-((tetrahydro-2H-pyran-4-yl)methyl)pyrrolidin-2-yl)methoxy)-3,4-dihydro-2H-pyrimido[4,5-e][1,3]oxazin-2-one